C(C)OC(CNC(=O)C1=C(C(=C(C=N1)C=1C=NN(C1)C1CCN(CC1)C(=O)OC(C)(C)C)C)O)=O Tert-butyl 4-(4-(6-((2-ethoxy-2-oxoethyl)carbamoyl)-5-hydroxy-4-methylpyridin-3-yl)-1H-pyrazol-1-yl)piperidine-1-carboxylate